6-(methylamino)quinazoline-7-carboxylic acid methyl ester COC(=O)C1=C(C=C2C=NC=NC2=C1)NC